1,4-butanedithiol diacrylate C(C=C)(=O)O.C(C=C)(=O)O.C(CCCS)S